FC=1C(=NC=C(C1)F)COC=1C(N(C(=CC1)C)C1=CC(=NC=C1C)C1=NC(=CC=C1)C(C)(C)O)=O (3,5-difluoropyridin-2-yl)methoxy-6''-(2-hydroxypropan-2-yl)-5',6-dimethyl-2H-[1,4':2',2''-terpyridin]-2-one